CC=1[C@@H](OC(C1C)=O)O\C=C\1/[C@H]2[C@@H](OC1=O)C1=CC(=CC=C1C2)CC(C(=O)N)(C)C ((3aS,8bR,E)-3-((((R)-3,4-dimethyl-5-oxo-2,5-dihydrofuran-2-yl)oxy)methylene)-2-oxo-3,3a,4,8b-tetrahydro-2H-indeno[1,2-b]furan-7-yl)pivalamide